FC1=CC(=C(C=C1C=1C=NC(=NC1)N1CCOCC1)NC(=O)C1=CNC(C=C1C(F)(F)F)=O)N1CCC(CC1)NC N-[4-fluoro-2-[4-(methylamino)piperidin-1-yl]-5-(2-morpholin-4-ylpyrimidin-5-yl)phenyl]-6-oxo-4-(trifluoromethyl)-1H-pyridine-3-carboxamide